C(C)NC1=NC=CC(=N1)C1=C(N=C(S1)NC(=O)NC1=CC(=C(C=C1)CN1CCN(CC1)CC)C(F)(F)F)C 1-(5-(2-(ethylamino)pyrimidin-4-yl)-4-methylthiazol-2-yl)-3-(4-((4-ethylpiperazin-1-yl)methyl)-3-(trifluoromethyl)phenyl)urea